2,2,2-Trichloroethyl (3-methyl-2-(2,2,2-trifluoroethyl)-6,7-dihydro-5H-cyclopenta[b]pyridin-4-yl)carbamate CC=1C(=C2C(=NC1CC(F)(F)F)CCC2)NC(OCC(Cl)(Cl)Cl)=O